1-(5-Chloro-3-cyano-6-((1-methyl-3-(2-(methylamino)-2-oxoethoxy)-2-oxo-1,2-dihydroquinolin-6-yl)amino)pyridin-2-yl)-5-methylpiperidine-3-carboxylic acid methyl ester COC(=O)C1CN(CC(C1)C)C1=NC(=C(C=C1C#N)Cl)NC=1C=C2C=C(C(N(C2=CC1)C)=O)OCC(=O)NC